COC=1C=C(C=C(C1)OC)CNC1CCN(CC1)C N-[(3,5-dimethoxyphenyl)methyl]-1-methylpiperidin-4-amine